ClC=1C=C(C=CC1F)[C@H](NC(=O)[C@@H]1CNC(O1)=O)C1=CC=C(C=C1)OC(F)F |o1:8| (S)-N-((R or S)-(3-chloro-4-fluorophenyl)(4-(difluoromethoxy)phenyl)methyl)-2-oxooxazolidine-5-carboxamide